ClCC1CN(C1)C(=O)OC(C)(C)C tert-butyl 3-(chloromethyl)azetidine-1-carboxylate